(R)-4-(2-chloro-6-((methylsulfonyl)methyl)pyrimidin-4-yl)-3-methylmorpholine ClC1=NC(=CC(=N1)N1[C@@H](COCC1)C)CS(=O)(=O)C